O=C(CCC)CC 4-Oxohexane